2-(4-(((1s,3s)-3-((3-cyanophenyl)sulfonamido)cyclobutyl)amino)-1H-pyrrolo[2,3-b]pyridin-5-yl)-N-methyloxazole-5-carboxamide C(#N)C=1C=C(C=CC1)S(=O)(=O)NC1CC(C1)NC1=C2C(=NC=C1C=1OC(=CN1)C(=O)NC)NC=C2